tert-butyl 4-((3-(trifluoromethyl)phenyl)carbamoyl)piperidine-1-carboxylate FC(C=1C=C(C=CC1)NC(=O)C1CCN(CC1)C(=O)OC(C)(C)C)(F)F